3,6-dichloro-1-(3-((1-(2,5-dimethylpyridin-3-yl)-5-methyl-4-nitro-1H-pyrazol-3-yl)oxy)propyl)1H-pyrazolo[3,4-d]pyrimidine ClC1=NN(C2=NC(=NC=C21)Cl)CCCOC2=NN(C(=C2[N+](=O)[O-])C)C=2C(=NC=C(C2)C)C